tert-Butyl (R)-(3-((1-((4-amino-1-methyl-1H-benzo[d][1,2,3]triazol-6-yl)methoxy)propan-2-yl)carbamoyl)-6-chloroimidazo[1,2-b]pyridazin-8-yl)(methyl)carbamate NC1=CC(=CC=2N(N=NC21)C)COC[C@@H](C)NC(=O)C2=CN=C1N2N=C(C=C1N(C(OC(C)(C)C)=O)C)Cl